O-((ethoxycarbonyl)cyanomethyleneamino)-N,N,N',N'-tetramethyl-uronium tetrafluoroborate F[B-](F)(F)F.C(C)OC(=O)C(C#N)=NOC(=[N+](C)C)N(C)C